ClC1=C(C(=CC=C1)Cl)C#CC=1C=C2CCC(C2=CC1)N1C[C@]2(C[C@H]2C1)C(=O)OCC ethyl (1R,5R)-3-(5-((2,6-dichlorophenyl)ethynyl)-2,3-dihydro-1H-inden-1-yl)-3-aza-bicyclo[3.1.0]hexane-1-carboxylate